ClC=1C=CC(=C2CCN(C12)CC=1C=C(C=C2C(C=C(OC12)N1CCOCC1)=O)C(=O)N(C)C)F 8-((7-chloro-4-fluoroindolin-1-yl)methyl)-N,N-dimethyl-2-morpholino-4-oxo-4H-chromene-6-carboxamide